methyl 4-[4-(tert-butoxycarbonyl)piperazin-1-yl]-2-{[2-(trimethylsilyl) ethoxy]methyl}indazole-7-carboxylate C(C)(C)(C)OC(=O)N1CCN(CC1)C=1C2=CN(N=C2C(=CC1)C(=O)OC)COCC[Si](C)(C)C